4-methyl-1-(5-((3-methylthiophen-2-yl)thio)-1H-imidazo[4,5-b]pyrazin-2-yl)piperidin-4-amine CC1(CCN(CC1)C1=NC=2C(=NC=C(N2)SC=2SC=CC2C)N1)N